4-[[4-[3-methyl-1-(1-methyl-2,6-dioxo-3-piperidyl)-2-oxo-benzimidazol-4-yl]-1-piperidyl]methyl]piperidine CN1C(N(C2=C1C(=CC=C2)C2CCN(CC2)CC2CCNCC2)C2C(N(C(CC2)=O)C)=O)=O